4-Chloro-2-(3,6-dihydro-2H-pyran-4-yl)-N-((R)-2-(((S)-11-oxo-2,3,10,11-tetrahydro-1H,5H-benzo[d]pyrazolo[1,2-a][1,2]diazepin-10-yl)carbamoyl)butyl)thiazol-5-carboxamid ClC=1N=C(SC1C(=O)NC[C@@H](CC)C(N[C@H]1C2=C(CN3N(C1=O)CCC3)C=CC=C2)=O)C=2CCOCC2